6-propoxy-1-hexanol C(CC)OCCCCCCO